C(C)(C)(C)OC(C1CCCC=C1B1O[C@@]2([C@H](O1)C[C@H]1C([C@@H]2C1)(C)C)C)=O (3aS,4S,6S,7aR)-3a,5,5-trimethylhexahydro-4,6-methanobenzo[d][1,3,2]dioxaborolan-2-benzoic acid tert-butyl ester